ClC1=C(C=C(C=C1)C1=CC=C(O1)C(=O)NC1=CC=C(C=C1)C(\C=C\C1=CC=C(C=C1)N(C)CCO)=O)[N+](=O)[O-] 5-(4-Chloro-3-nitrophenyl)-N-[4-[(E)-3-[4-[2-hydroxyethyl(methyl)amino]phenyl]prop-2-enoyl]phenyl]furan-2-carboxamide